tert-butyl (R)-(9-(6-(4-((tert-butoxycarbonyl)amino)-4-(1H-1,2,4-triazol-3-yl)butoxy)-2,3-dichlorobenzyl)-9H-purin-6-yl)carbamate C(C)(C)(C)OC(=O)N[C@H](CCCOC1=CC=C(C(=C1CN1C2=NC=NC(=C2N=C1)NC(OC(C)(C)C)=O)Cl)Cl)C1=NNC=N1